FC=1C(=NNC1)C(C)(C)O 2-(4-fluoro-1H-pyrazol-3-yl)propan-2-ol